N[C@H]1CCN(C2=C(N(C1)C)C=CC=C2F)CC(CN2CCN(CC2)C(\C=C\CN(C)C)=O)O (3S)-3-amino-6-(3-(4-((E)-4-(dimethylamino)but-2-enoyl)piperazin-1-yl)-2-hydroxypropyl)-7-fluoro-1-methyl-3,4,5,6-tetrahydrobenzo[b][1,4]diazocin